C(C)(C)(C)OC(=O)N([C@H](C(=O)N(C)[C@@H](C(=O)O)CN1N=NC(=C1)C1=NC=C(C=C1)F)CC(C)C)C (R)-2-((S)-2-((tert-Butoxycarbonyl)(methyl)amino)-N,4-dimethylpentanamido)-3-(4-(5-fluoropyridin-2-yl)-1H-1,2,3-triazol-1-yl)propanoic acid